O=C1NC(CCC1C1=NN(C2=CC(=CC=C12)N1CCN(CC1)CC1CC2(C1)CCN(CC2)C(=O)OC(C)(C)C)C)=O tert-butyl 2-((4-(3-(2,6-dioxopiperidin-3-yl)-1-methyl-1H-indazol-6-yl) piperazin-1-yl) methyl)-7-azaspiro[3.5]nonane-7-carboxylate